ClC=1C=C(C=CC1F)NC(=O)C1=C(N=CN1C)C1CC2CC(CC2C1)(O)C1=C(C(=NN1C)N1C(=CC=C1C)C)C N-(3-Chloro-4-fluorophenyl)-4-(5-(3-(2,5-dimethyl-1H-pyrrol-1-yl)-1,4-dimethyl-1H-pyrazol-5-yl)-5-hydroxyoctahydropentalen-2-yl)-1-methyl-1H-imidazole-5-carboxamide